C1(CC1)[C@H](CNC(=O)C=1NC(C=CN1)=O)CC1=C(C=CC(=C1)F)F (R)-N-(2-cyclopropyl-3-(2,5-difluorophenyl)propyl)-6-oxo-1,6-dihydropyrimidine-2-carboxamide